C(#N)C1=NC(=C(C2=C1CC(C2)CO)C)OCC2(CC2)NC(OC(C)(C)C)=O tert-Butyl N-[1-[[1-cyano-6-(hydroxymethyl)-4-methyl-6,7-dihydro-5H-cyclopenta[c]pyridin-3-yl]oxymethyl]cyclopropyl]carbamate